ClC1=CC=CC(=N1)C1([C@H]2CN(C[C@@H]12)C(=O)OC(C)(C)C)C#N tert-butyl (1R,5S,6s)-6-(6-chloropyridin-2-yl)-6-cyano-3-azabicyclo[3.1.0]hexane-3-carboxylate